2-[(2-amino-2-oxoethyl)carbamoyl]pyrrolidin NC(CNC(=O)C1NCCC1)=O